BrCOC(CC1=C(C2=CC=CC=C2C=C1I)C1=CC=CC2=CC=CC=C12)=O bromomethyl-3-iodo-[1,1'-binaphthyl]-2-ylacetate